FC1=CC2=C(CN(CC=C2)C2=CC(=C(C(=C2)C)NC(CC(C)(C)C)=O)C)C=C1F N-(4-(7,8-difluoro-1,3-dihydro-2H-benzo[c]azepine-2-yl)-2,6-dimethylphenyl)-3,3-Dimethylbutanamide